C1(=CC=C(C=C1)P([O-])([O-])=O)P([O-])([O-])=O 1,4-phenylenebisphosphonate